boron imidazo[1,2-a]pyridine N=1C=CN2C1C=CC=C2.[B]